2-(methoxymethyl)-N-(2-methoxyphenyl)-6-({[2-(trifluoromethyl)phenyl]carbonyl}amino)-1H-benzimidazole-4-carboxamide COCC1=NC2=C(N1)C=C(C=C2C(=O)NC2=C(C=CC=C2)OC)NC(=O)C2=C(C=CC=C2)C(F)(F)F